5-(1-(methylpiperidin-4-yl)pyridin-2-yl)pyrimidin-2-amine CN1CCC(CC1)N1C(C=CC=C1)C=1C=NC(=NC1)N